CN1N=C(C(=C1)N1C(N(C=2C=NC=3C=C(C(=CC3C21)C=2C(=NN(C2)C)F)OC)C)=O)C 1-(1,3-Dimethyl-1H-pyrazol-4-yl)-7-methoxy-3-methyl-8-(3-fluoro-1-methyl-1H-pyrazol-4-yl)-1,3-dihydroimidazo[4,5-c]-quinolin-2-one